3-methoxy-5-hydroxybenzoic acid COC=1C=C(C(=O)O)C=C(C1)O